7-HYDROXYNAPHTHALENE-1-CARBOXALDEHYDE OC1=CC=C2C=CC=C(C2=C1)C=O